[2-chloro-4-fluoro-5-(7-morpholin-4-ylquinazolin-4-yl)phenyl]-(6-methoxypyridazin-3-yl)methanone ClC1=C(C=C(C(=C1)F)C1=NC=NC2=CC(=CC=C12)N1CCOCC1)C(=O)C=1N=NC(=CC1)OC